N-(6-chloropyridin-3-yl)-N6-(cyclopropylmethyl)-5-fluoroisoquinoline-1,6-diamine ClC1=CC=C(C=N1)NC1=NC=CC2=C(C(=CC=C12)NCC1CC1)F